C1(CC1)C1=NC2=CC(=C(C=C2C(C1C(=O)O)=O)F)N1CCNCC1 cyclopropyl-6-fluoro-4-oxo-7-piperazin-1-yl-quinoline-3-carboxylic acid